OC=1C(=NC=CC1OC)C(=O)N[C@H](C(=O)ON(C)C(CC)(C1=CC=CC=C1)C1=CC=CC=C1)C [1,1-diphenylpropyl (methyl)amino] (2S)-2-[(3-hydroxy-4-methoxy-pyridine-2-carbonyl) amino]propanoate